N(C1=CC=CC=C1)C1=CC=2C3(C4=CC=C(C=C4OC2C=C1C)N(CCCCC)CCCCC)OC(C1=C3C=CC=C1)=O 2'-anilino-6'-(dipentylamino)-3'-methylspiro[2-benzofuran-3,9'-xanthene]-1-one